1'-(6-amino-5-((2-amino-3-chloropyridin-4-yl)thio)pyrazin-2-yl)-2-chloro-4,6-dihydro-spiro[cyclopenta[d]thiazole-5,4'-piperidin]-4-amine NC1=C(N=CC(=N1)N1CCC2(CC1)CC1=C(N=C(S1)Cl)C2N)SC2=C(C(=NC=C2)N)Cl